C(C)(=O)OCCCNC(CCCCCCCCCCC)=O.[Na] sodium lauramidopropyl acetate